COC=1C=C(C=CC1C)NC(=O)C1CCC(CC1)N1C(OC2=C(C1)C(=CC=C2)C)=O (1s,4s)-N-(3-methoxy-4-methylphenyl)-4-(5-methyl-2-oxo-2H-benzo[e][1,3]oxazin-3(4H)-yl)cyclohexane-1-carboxamide